2-(2-chloro-3-pyridyl)-N-[3-(difluoromethyl)-1-methyl-pyrazol-4-yl]oxazole-4-carboxamide ClC1=NC=CC=C1C=1OC=C(N1)C(=O)NC=1C(=NN(C1)C)C(F)F